1-((3S,4R)-4-Fluoro-3-((5-methyl-2-((3-methylisothiazol-5-yl)amino)-7H-pyrrolo[2,3-d]pyrimidin-4-yl)oxy)piperidin-1-yl)prop-2-en-1-on F[C@H]1[C@H](CN(CC1)C(C=C)=O)OC=1C2=C(N=C(N1)NC1=CC(=NS1)C)NC=C2C